COC1=CC=C(C=C1)C(CC(C(=O)OC)C(C1=CC=C(C=C1)C)=O)=O methyl 4-(4-methoxyphenyl)-2-(4-methylbenzoyl)-4-oxobutanoate